FC1=C(C=CC=C1F)CN1C(CCC1=O)CC(=O)NC1=NN=NN1C 2-[1-[(2,3-difluorophenyl)methyl]-5-oxopyrrolidin-2-yl]-N-(1-methyl-1H-tetrazol-5-yl)acetamide